N[C@@H]1[C@@H]([C@@H]2CC[C@H](C1)N2C(=O)OC(C)(C)C)O |r| rac-tert-butyl (1S,2S,3S,5R)-3-amino-2-hydroxy-8-azabicyclo[3.2.1]octane-8-carboxylate